4-(8-(4-chloro-1,2,6-trimethyl-1H-benzo[d]imidazol-5-yl)-1-(hydroxymethyl)indolizine-3-carbonyl-2,6-difluorophenyl)-4-(((1r,4r)-4-methoxycyclohexyl)amino)but-2-enamide ClC1=C(C(=CC=2N(C(=NC21)C)C)C)C2=CC=CN1C(=CC(=C21)CO)C(=O)C=2C(=C(C(=CC2)F)C(C=CC(=O)N)NC2CCC(CC2)OC)F